NCCNC(=O)C1=C(C=C(C=C1)B(O)O)F 4-((2-aminoethyl)carbamoyl)-3-fluorophenylboronic acid